3-[2-(1-({[3,5-bis(difluoromethyl)-1H-pyrazol-1-yl]-acetyl}piperidin-4-yl)1,3-thiazol-4-yl)-4,5-dihydro-1,2-oxazol-5-yl]-3-chlorophenyl methane-sulfonate CS(=O)(=O)OC=1CC(C=CC1)(Cl)C1CCN(O1)C=1N=CS(C1)C1CCN(CC1)C(CN1N=C(C=C1C(F)F)C(F)F)=O